ClC=1C=C(C=CC1N1C(N(C=C1)C)=O)C1=C(C(=CC(=C1)F)C1=CC(=NC=C1)N1CC2NCCC2C1)O 1-(3-chloro-5'-fluoro-3'-(2-(hexahydropyrrolo[3,4-b]pyrrol-5(1H)-yl)pyridin-4-yl)-2'-hydroxy-[1,1'-biphenyl]-4-yl)-3-methyl-1H-imidazol-2(3H)-one